ClC1=C(C(=O)OC(C)(C)C)C=CC(=C1)NC(=O)C=1N(C(=CN1)C=1C(=NNC1)C(F)(F)F)C tert-butyl 2-chloro-4-(1-methyl-5-(3-(trifluoromethyl)-1H-pyrazol-4-yl)-imidazole-2-carboxamido)benzoate